4-ethyl-1-(ethylthio)-9-fluoro-[1,2,4]triazolo[4,3-a]quinazolin-5(4H)-one C(C)N1C=2N(C3=C(C=CC=C3C1=O)F)C(=NN2)SCC